N-((1S)-2-((4-(2-methoxy-1-((S)-2-oxo-4-(trifluoromethyl)imidazolidin-1-yl)ethyl)pyridin-2-yl)amino)-1-((1r,4S)-4-methylcyclohexyl)-2-oxoethyl)-1H-pyrazole-5-carboxamide COCC(N1C(N[C@@H](C1)C(F)(F)F)=O)C1=CC(=NC=C1)NC([C@H](C1CCC(CC1)C)NC(=O)C1=CC=NN1)=O